propylarginine C(CC)N[C@@H](CCCNC(N)=N)C(=O)O